3-[3-(4-hydroxy-3-methoxy-phenyl)imidazo[1,2-b]pyridazin-6-yl]benzamide OC1=C(C=C(C=C1)C1=CN=C2N1N=C(C=C2)C=2C=C(C(=O)N)C=CC2)OC